(S)-2-((((9H-fluoren-9-yl)methoxy)carbonyl)amino)-3-(3-((allyloxy)carbonyl)phenyl)propanoic acid C1=CC=CC=2C3=CC=CC=C3C(C12)COC(=O)N[C@H](C(=O)O)CC1=CC(=CC=C1)C(=O)OCC=C